5-(6-chloroindole-1-sulfonyl)-2-fluoro-4-methoxyaniline ClC1=CC=C2C=CN(C2=C1)S(=O)(=O)C=1C(=CC(=C(N)C1)F)OC